CC(=CCC1=C(C=C(C(=C1O)S(=O)(=O)C1=C(C(=C(C(=C1F)F)F)F)F)CCCCC)O)CCC=C(C)C 2-(3,7-dimethylocta-2,6-dien-1-yl)-5-pentyl-4-((perfluorophenyl)sulfonyl)benzene-1,3-diol